F[C@H]1[C@]2(CC(C[C@@](C[C@@H]1C(=C)C1=CN=C(N=N1)C1=C(C=C(C=C1)N1C=NC=C1)O)(N2)C)C)C 2-(6-(1-((1R,2R,3R,5S)-2-fluoro-1,5,7-trimethyl-9-azabicyclo[3.3.1]nonan-3-yl)vinyl)-1,2,4-triazin-3-yl)-5-(1H-imidazol-1-yl)phenol